BrC1=C(C=C2C(=NC=NC2=C1)Cl)OC1COCC1 7-bromo-4-chloro-6-((tetrahydrofuran-3-yl)oxy)quinazoline